CC(CO)CCCO 2-methylpentane-1,5-diol